5-[123I]-iodouridine [123I]C=1C(NC(N([C@H]2[C@H](O)[C@H](O)[C@@H](CO)O2)C1)=O)=O